C[C@@H]1NC[C@@H](NC1)CO ((2R,5S)-5-methylpiperazin-2-yl)methanol